FC(C1=NC=CC=C1OC(C)C1CN(CCC1)C(=O)OC(C)(C)C)(F)F tert-butyl 3-(1-((2-(trifluoromethyl)pyridin-3-yl)oxy)ethyl)piperidine-1-carboxylate